N-(5-((3-((1-methyl-1H-imidazol-2-yl)methyl)piperidin-1-yl)methyl)thiazol-2-yl)acetamide CN1C(=NC=C1)CC1CN(CCC1)CC1=CN=C(S1)NC(C)=O